para-tert-butylbromobenzene C(C)(C)(C)C1=CC=C(C=C1)Br